4-[[2-Fluoro-4-(trifluoromethyl)phenoxy]methyl]piperidine FC1=C(OCC2CCNCC2)C=CC(=C1)C(F)(F)F